(R)-2-(4-methyl-7-(piperidin-3-yl)-7H-imidazo[4,5-c]pyridazin-3-yl)-5-(trifluoromethyl)phenol CC=1C2=C(N=NC1C1=C(C=C(C=C1)C(F)(F)F)O)N(C=N2)[C@H]2CNCCC2